C=CC=CC=CCCCCCCCCCCCC octadecatrien